(3r,11bs)-9,10-bis(methoxy-d3)-2-methyl-3-neopentyl-1,3,4,6,7,11b-hexahydro-2H-pyrazino[2,1-a]isoquinoline C(OC=1C=C2CCN3[C@@H](C2=CC1OC([2H])([2H])[2H])CN([C@@H](C3)CC(C)(C)C)C)([2H])([2H])[2H]